N-(5-(3-(piperidine-1-carbonyl)pyrazolo[1,5-a]pyridin-7-yl)pyridin-3-yl)nicotinamide N1(CCCCC1)C(=O)C=1C=NN2C1C=CC=C2C=2C=C(C=NC2)NC(C2=CN=CC=C2)=O